N-(4-((3S,5R)-3-amino-5-methylpiperidin-1-yl)pyridin-3-yl)-2,2',6,6'-tetrafluoro-4'-(2,2,2-trifluoroethoxy)-[1,1'-biphenyl]-3-carboxamide dihydrochloride Cl.Cl.N[C@@H]1CN(C[C@@H](C1)C)C1=C(C=NC=C1)NC(=O)C=1C(=C(C(=CC1)F)C1=C(C=C(C=C1F)OCC(F)(F)F)F)F